3-(2-(Dimethylamino)ethyl)-1H-indol-4-yl 4-acetamidobenzoate C(C)(=O)NC1=CC=C(C(=O)OC2=C3C(=CNC3=CC=C2)CCN(C)C)C=C1